FC1=C(C=C(C=C1)C(C(=O)N)=C)C (4-fluoro-3-methylphenyl)prop-2-enamide